(2S)-2-[(1R)-1-[7-(1-tert-butylpyrazol-4-yl)quinolin-5-yl]oxyethyl]morpholine-4-carboxylic acid tert-butyl ester C(C)(C)(C)OC(=O)N1C[C@H](OCC1)[C@@H](C)OC1=C2C=CC=NC2=CC(=C1)C=1C=NN(C1)C(C)(C)C